O=C1NC(C2=CC(=CC=C12)NC(C(N1CCN(CC1)CC)C1=CC(=CC=C1)F)=O)=O N-(1,3-dioxoisoindol-5-yl)-2-(3-fluorophenyl)-2-(4-ethylpiperazin-1-yl)acetamide